C1(=CC=CC=C1)S(=O)(=O)O.C1(=CC=CC=C1)S(=O)(=O)O.C(C1=CC=CC=C1)(=O)N benzamide bis-benzenesulfonate salt